CN(C(SCCC)=S)C.[Na] sodium propyl N,N-dimethyldithiocarbamate